Cl.CN1N=CC(=C1)C=1SC=C(N1)N 2-(1-methylpyrazol-4-yl)thiazol-4-amine hydrochloride